2-(8-bromo-2-methyl-[1,2,4]triazolo[1,5-c]pyrimidin-5-yl)propan-2-ol BrC=1C=2N(C(=NC1)C(C)(C)O)N=C(N2)C